NC=1C=CC(=C(C1)NC(C1=CC=C(C(=O)N(C)C)C=C1)=O)C N4-(5-amino-2-methyl-phenyl)-N1,N1-dimethylterephthalamide